6-chloro-3-methyl-imidazo[4,5-c]pyridine ClC1=CC2=C(C=N1)N(C=N2)C